CN1CCCC1 (S)-(+)-methylpyrrolidine